4-(3-chloropyridin-2-yl)tetrahydropyrazine ClC=1C(=NC=CC1)N1CCNCC1